C1=CC(=CC=C1CC=O)O P-hydroxyphenylacetaldehyde